ClC1=CC=C2C(CC(C2=C1)=O)(C)C 6-chloro-3,3-dimethyl-2,3-dihydro-1H-inden-1-one